O=C1NC(CCC1N1C(C2=CC=CC(=C2C=C1)CCC)=O)=O 3-(2-(2,6-dioxopiperidin-3-yl)-1-oxoisoquinolin-5-yl)propan